((4-bromo-5-methyl-1H-pyrazol-1-yl)methyl)cyclopropane-1-carbonitrile BrC=1C=NN(C1C)CC1(CC1)C#N